OCC1=CC=C(C=C1)CC(=O)O (p-hydroxymethylphenyl)acetic acid